Potassium (R)-(2-((tert-butoxycarbonyl)amino)-3-fluoropropyl)trifluoroborate C(C)(C)(C)OC(=O)N[C@H](C[B-](F)(F)F)CF.[K+]